ClC=1C=CC(=C(C(=O)N[C@H](C(C(=O)NC)=O)C[C@H]2C(N[C@@H](C2)C)=O)C1)NC(=O)C1CC(C1)(F)F 5-chloro-2-[(3,3-difluorocyclobutanecarbonyl)amino]-N-[(1S)-3-(methylamino)-1-[[(3S,5R)-5-methyl-2-oxo-pyrrolidin-3-yl]methyl]-2,3-dioxo-propyl]benzamide